FC(C(=O)O)(F)F.C(#N)C1=C(C=C(C=C1)N1C(N(C(C1=O)(C)C)C1=CC(=C(C(=O)N(CCCCCCN2CCNCC2)C)C=C1)F)=S)C(F)(F)F 4-(3-(4-cyano-3-(trifluoromethyl)phenyl)-5,5-dimethyl-4-oxo-2-thioxoimidazolidin-1-yl)-2-fluoro-N-methyl-N-(6-(piperazin-1-yl)hexyl)benzamide Trifluoroacetate